CC=1C=C2C(C=C(OC2=C(C1)C(C)NC1=C(C(=O)OC(C)(C)C)C=CC=C1)C1=CC=2N(C=C1)N=NC2)=O tert-Butyl 2-[1-[6-methyl-4-oxo-2-(triazolo[1,5-a]pyridin-5-yl)chromen-8-yl]ethylamino]benzoate